N1=NC(=CC=C1)NC1N(CC1)C(=O)C=1C=C(C=O)C=CC1 3-((pyridazin-3-ylamino)azetidine-1-carbonyl)benzaldehyde